5,6-Dimethoxythieno[3,2-b]pyridine-2-carboxylic acid COC1=C(C=C2C(=N1)C=C(S2)C(=O)O)OC